Cl.C(C)(=O)[C@@]1(CC=2C(=C3C(C=4C=CC=C(C4C(C3=C(C2C(C1)O[C@H]1C[C@@H]([C@H](O)[C@@H](O1)C)N)O)=O)OC)=O)O)O (8S-cis)-8-acetyl-10-[(3-amino-2,3,6-trideoxy-α-L-lyxohexopyranosyl)oxy]-7,8,9,10-tetrahydro-6,8,11-trihydroxy-1-methoxy-5,12-naphthacenedione hydrochloride